C(C)(CC)OC(CF)=O 2-fluoroacetic acid sec-butyl ester